FC=1C=C2C=CN=CC2=C(C1)C(CCO)O 1-(6-fluoroisoquinolin-8-yl)propane-1,3-diol